C(C)(C)(C)OC(=O)N1CC=2N(C(=NC2C1)C(NC=1C(=C(C=CC1)C1=C(C(=CC=C1)C=1OC2=C(N1)C=C(C=C2C#N)C=O)C)Cl)=O)C 2-(2-chloro-3'-(7-cyano-5-formylbenzo[d]oxazol-2-yl)-2'-methylbiphenyl-3-ylcarbamoyl)-1-methyl-4,6-dihydropyrrolo[3,4-d]imidazole-5(1H)-carboxylic acid tert-butyl ester